1-[2-(6-Fluoroindol-1-yl)ethyl]pyrrolidin-3-ol fumarate C(\C=C\C(=O)O)(=O)O.FC1=CC=C2C=CN(C2=C1)CCN1CC(CC1)O